FC1(CC(C1)(CC1=NN=CN1C)C=1C=C(C=CC1)N1C(C2=CC(=CC(=C2C1)C(F)(F)F)CN1C[C@H](NCC1)C)=O)F (R)-2-(3-(3,3-difluoro-1-((4-methyl-4H-1,2,4-triazol-3-yl)methyl)cyclobutyl)phenyl)-6-((3-methylpiperazin-1-yl)methyl)-4-(trifluoromethyl)isoindolin-1-one